ClC1=C(C=CC=C1F)C1N=C(NC(=C1C(=O)OCC)C)C=1SC=CN1 Ethyl 4-(2-chloro-3-fluorophenyl)-6-methyl-2-(thiazol-2-yl)-1,4-dihydropyrimidine-5-carboxylate